FC1=C(C2=C(C=C(C=C2C=C1)OCOC)B1OC(C(O1)(C)C)(C)C)C#C[Si](C(C)C)(C(C)C)C(C)C ((2-Fluoro-6-(methoxymethoxy)-8-(4,4,5,5-tetramethyl-1,3,2-dioxaborolan-2-yl)naphthalene-1-yl)ethynyl)triisopropylsilane